COC1=CC=C(CNC=2C=3N(C4=CC(=CC=C4N2)C(=O)O)C(=CC3)C)C=C1 4-((4-methoxybenzyl)amino)-1-methylpyrrolo[1,2-a]quinoxalin-8-carboxylic acid